9,10-dideutero-N,N-diethyl-9,10-dihydro-anthracene-9-carboxamide [2H]C1(C2=CC=CC=C2C(C=2C=CC=CC12)[2H])C(=O)N(CC)CC